CCCCCCCCCCCCCCCO The molecule is a long-chain fatty alcohol that is pentadecane in which one of the terminal methyl hydrogens is replaced by a hydroxy group It is a long-chain primary fatty alcohol and a primary alcohol.